C(C)(C)OC(=O)OC(C)[C@]1(N(C[C@@H]([C@H]1C(=O)O)C1=CC2=C(OCO2)C=C1)CC(=O)N(CCCC)CCCC)C1=CC=C(C=C1)OC.O[C@](N)(CCSC)C(=O)O alpha-hydroxymethionine 1-[(isopropoxycarbonyl)oxy]ethyl-(2R,3R,4S)-4-(benzo[d][1,3]dioxolan-5-yl)-1-[2-(Dibutylamino)-2-oxoethyl]-2-(4-methoxyphenyl)pyrrolidine-3-carboxylate